BrCC(CCC(CBr)Br)Br 1,2,5,6-tetrabromohexane